2-[2-(4-Ethylphenyl)-5-methyl-1,3-oxazol-4-yl]ethanol C(C)C1=CC=C(C=C1)C=1OC(=C(N1)CCO)C